FC1=CC=C(C=C1)C1=C(C=C(C=C1)C1=NNCO[C@H]1C)C(F)(F)F (6S)-5-[4'-fluoro-2-(trifluoromethyl)biphenyl-4-yl]-6-methyl-3,6-dihydro-2H-1,3,4-oxadiazin